1-METHYL-1H-IMIDAZO[4,5-B]PYRIDINE-2-CARBALDEHYDE CN1C(=NC2=NC=CC=C21)C=O